2-[2-(2,5-dimethylphenoxymethyl) phenyl]-3-methoxyacrylate CC1=C(OCC2=C(C=CC=C2)C(C(=O)[O-])=COC)C=C(C=C1)C